COCC1COC2=CC=CC=C2C1O 3-(methoxymethyl)chroman-4-ol